2-{6-[2-(7-Fluoro-4-methoxy-2-methyl-indol-1-yl)-ethylamino]-pyrimidin-4-yl}-4-methoxy-thiazol FC=1C=CC(=C2C=C(N(C12)CCNC1=CC(=NC=N1)C=1SC=C(N1)OC)C)OC